[1,1'-biphenyl]-3,3',5,5'-tetra-formaldehyde C1(=CC(=CC(=C1)C=O)C=O)C1=CC(=CC(=C1)C=O)C=O